4-methyl-1,3-thiazol-2-amine CC=1N=C(SC1)N